[K+].C(C)SP(=S)(OCC)[O-].FC(C1=CC(=NC=C1)C1=CC=C(C=C1)NC(C=C)=O)(F)F N-(4-(4-(trifluoromethyl)pyridin-2-yl)phenyl)acrylamide diethyl-dithiophosphate potassium salt